P1(=O)(OC2=C(C=C(C=C2C(C)(C)C)C(C)(C)C)CC2=C(C(=CC(=C2)C(C)(C)C)C(C)(C)C)O1)[O-].[Na+] sodium 2,2'-methylenebis-(4,6-di-t-butylphenyl) phosphate